FC1=CC=C(C=N1)C=1C=2N(C=C(C1)B1OC(C(O1)(C)C)(C)C)N=CC2C(=O)N 4-(6-fluoropyridin-3-yl)-6-(4,4,5,5-tetramethyl-1,3,2-dioxaborolan-2-yl)pyrazolo[1,5-a]pyridine-3-carboxamide